methyl 3-(2-ethoxyvinyl)-5-fluoroisonicotinate C(C)OC=CC1=C(C(=O)OC)C(=CN=C1)F